ClC=1SC(=CN1)C[N+]1=C2N(C(C(=C1)C1=CN(C3=CC(=CC=C13)F)C)=O)C=CC=C2 1-((2-chlorothiazol-5-yl)methyl)-3-(6-fluoro-1-methyl-1H-indol-3-yl)-4-oxo-4H-pyrido[1,2-a]pyrimidinium